C1(CC1)C=1C(=NC(=NC1C1=NN(C=C1)C)N(C)C1=C(C=C(C=C1)S(=O)(=O)C)F)NC1=NNC(=C1)C 5-cyclopropyl-N2-(2-fluoro-4-(methylsulfonyl)phenyl)-N2-methyl-6-(1-methyl-1H-pyrazol-3-yl)-N4-(5-methyl-1H-pyrazol-3-yl)pyrimidine-2,4-diamine